N=1C=NN2C1C=C(C=C2)OC2=C(C=C(C=C2)NC=2C1=C(N=CN2)C=NC(=C1)N1[C@H](CN(CC1)C(=O)OC(C)(C)C)C)C Tert-butyl (S)-4-(4-((4-([1,2,4]triazolo[1,5-a]pyridin-7-yloxy)-3-methylphenyl)amino)pyrido[3,4-d]pyrimidin-6-yl)-3-methylpiperazine-1-carboxylate